NC1=NC2=C(C=NC=N2)N1 AMINO-IMIDAZOPYRIMIDINE